COC1=CC=C(C=C1)C(O[C@H](C)C1[C@H]([C@H]([C@@H](O1)N1C2=NC=NC(=C2N=C1)NC(C1=CC=CC=C1)=O)OC)O[Si](C)(C)C(C)(C)C)(C1=CC=CC=C1)C1=CC=C(C=C1)OC N-(9-((2R,3R,4R)-5-((R)-1-(bis(4-methoxyphenyl)(phenyl)methoxy)ethyl)-4-((tert-butyldimethylsilyl)oxy)-3-methoxytetrahydrofuran-2-yl)-9H-purin-6-yl)benzamide